BrC1=C(C=CC=C1)N1C(=NC(=C1C)C(=O)NC1=NC2=CC=CC=C2C=C1)C 1-(2-Bromophenyl)-2,5-dimethyl-N-(quinolin-2-yl)-1H-imidazole-4-carboxamide